6-(3-methoxy-2,6-dimethyl-phenyl)-8-methyl-2-methylsulfanyl-pyrido[2,3-d]pyrimidin-7-one COC=1C(=C(C(=CC1)C)C1=CC2=C(N=C(N=C2)SC)N(C1=O)C)C